2,4,6-tri(p-carboxyphenyl)amino-1,3,5-triazine C(=O)(O)C1=CC=C(C=C1)NC1=NC(=NC(=N1)NC1=CC=C(C=C1)C(=O)O)NC1=CC=C(C=C1)C(=O)O